naphthalen-1-yl(4-(naphthalen-1-yl)-[1,2,3]triazolo[1,5-a]quinoxalin-3-yl)methanone C1(=CC=CC2=CC=CC=C12)C(=O)C=1N=NN2C1C(=NC1=CC=CC=C21)C2=CC=CC1=CC=CC=C21